P(=O)(OC)(OC[C@@H](CCCCCCCCCCCCCCCCCCC)OCC1=CC(=C(C=C1)C#N)OC(C)C)O methyl ((R)-2-((4-cyano-3-isopropoxy benzyl)oxy)henicosyl) hydrogen phosphate